BrC1=CC=C2CCC(SC2=C1)C(=O)OC methyl 7-bromothiochromane-2-carboxylate